2-methyl-5-(5-phenyl-4H-1,2,4-triazol-3-yl)-N-(pyridin-2-ylmethyl)benzenesulfonamide CC1=C(C=C(C=C1)C1=NN=C(N1)C1=CC=CC=C1)S(=O)(=O)NCC1=NC=CC=C1